NC(C)=CC(CCCCCC(C=C(C)N)=O)=O 2,12-diamino-2,11-tridecadiene-4,10-dione